C1(CCCC1)N1C=NC(=C1)NC1=NC(=NC=C1)N(C1CCC(CC1)NC(OC(C)(C)C)=O)C tert-butyl ((1R,4R)-4-((4-((1-cyclopentyl-1H-imidazol-4-yl)amino)pyrimidin-2-yl)(methyl)amino)cyclohexyl)carbamate